C(CC=C)OC=1C=2N(C=C(N1)C1=CC(=NC=C1OC)[C@@H](C)N(C(=O)N[C@H](CC=C)CCC(F)(F)F)CC)C=CN2 1-((R)-1-(4-(8-(but-3-en-1-yloxy)imidazo[1,2-a]pyrazin-6-yl)-5-methoxypyridin-2-yl)ethyl)-1-ethyl-3-((S)-7,7,7-trifluorohept-1-en-4-yl)urea